CC(C)OC1=CC=C(N=N1)N 6-propan-2-yloxypyridazin-3-amine